2-oxo-2-[(2R,5S)-5-methyl-2-tetrahydropyran-3-yl-1-piperidyl]acetamide O=C(C(=O)N)N1[C@H](CC[C@@H](C1)C)C1COCCC1